FC=1C=C(CC=2C(C3=CC=CC=C3C(C2C)=O)=O)C=CC1[N+](=O)[O-] 2-(3-fluoro-4-nitrobenzyl)-3-methyl-naphthalene-1,4-dione